(S)-1-(3-aminopyrrolidin-1-yl)-4-methoxybutan-1-one hydrochloride Cl.N[C@@H]1CN(CC1)C(CCCOC)=O